ClC1=CNC=2N=C(N=C(C21)NCCC)NC2=CC=C(C1=C2OCCO1)C(=O)N1CCOCC1 (8-((5-chloro-4-(propylamino)-7H-pyrrolo[2,3-d]pyrimidin-2-yl)amino)-2,3-dihydrobenzo[b][1,4]dioxin-5-yl)(morpholino)methanone